P(=O)(OCCOC)([O-])F.[Na+] sodium (2-methoxyethyl) monofluorophosphate